ClC=1C(=NC(=C(C1)F)N1C(N(C(=CC1=O)C(F)(F)F)C)=O)OC1=C(OCC(=O)NS(=O)(=O)C)C=CC=C1 2-[2-[[3-chloro-6-[3,6-dihydro-3-methyl-2,6-dioxo-4-(trifluoromethyl)-1(2H)-pyrimidinyl]-5-fluoro-2-pyridinyl]oxy]phenoxy]-N-(methylsulfonyl)-acetamide